CC1(N=CC2=CC=CC=C2C1)C 3,3-dimethyl-3,4-dihydro-isoquinoline